1-(3-fluorophenyl)-2-methyl-piperazine FC=1C=C(C=CC1)N1C(CNCC1)C